C(C)C(C(=O)[O-])(C(=O)[O-])CC.[Zn+2] zinc(II) diethylmalonate